N-(6-chloropyridin-3-yl)-2-(3,6-dihydro-2H-pyran-4-yl)-4-(2-fluorophenyl)nicotinamide ClC1=CC=C(C=N1)NC(C1=C(N=CC=C1C1=C(C=CC=C1)F)C=1CCOCC1)=O